4-(2,5-diazabicyclo[2.2.1]heptane-2-yl)-2-(2,6-dioxopiperidin-3-yl)-5,6-difluoroisoindol C12N(CC(NC1)C2)C=2C1=CN(C=C1C=C(C2F)F)C2C(NC(CC2)=O)=O